6-(3-Chloro-phenyl)-pyrimidine-4-carboxylic acid (1-methyl-1H-pyrazol-3-yl)-amide CN1N=C(C=C1)NC(=O)C1=NC=NC(=C1)C1=CC(=CC=C1)Cl